N-(1'-(6-(1-fluorocyclopropyl)-4-methylpyridin-2-yl)-1',2'-dihydrospiro[cyclopropane-1,3'-pyrrolo[3,2-c]pyridin]-6'-yl)acetamide FC1(CC1)C1=CC(=CC(=N1)N1CC2(C=3C=NC(=CC31)NC(C)=O)CC2)C